6-(3-isopropyl-5-(1-propylpiperidin-4-yl)-1H-indol-2-yl)-8-methoxy-[1,2,4]triazolo[1,5-b]pyridazine C(C)(C)C1=C(NC2=CC=C(C=C12)C1CCN(CC1)CCC)C=1C=C(C=2N(N1)N=CN2)OC